3,3'-dinitro-[1,1'-biphenyl]-4,4'-diamine [N+](=O)([O-])C=1C=C(C=CC1N)C1=CC(=C(C=C1)N)[N+](=O)[O-]